4-(2-methoxyethoxy)-N-(4-((4-methylpiperazin-1-yl)methyl)phenyl)-5-(4-(trifluoromethyl)phenyl)-7H-pyrrolo[2,3-d]pyrimidin-2-amine COCCOC=1C2=C(N=C(N1)NC1=CC=C(C=C1)CN1CCN(CC1)C)NC=C2C2=CC=C(C=C2)C(F)(F)F